COS(=O)(=O)C1=C(C=CC=C1)[S+](C)C1=C(C=CC=C1)S(=O)(=O)OC Di-(methoxysulfonylphenyl)-methylsulfonium